O(C1=CC=CC=C1)C1=CC=C(C=C1)C1=NN(C2=C1C=NC=C2)CC2CN(CCC2)C(C=C)=O 1-(3-((3-(4-phenoxyphenyl)-1H-pyrazolo[4,3-c]pyridin-1-yl)methyl)piperidin-1-yl)prop-2-en-1-one